C1(CC1)N1N=NC(=C1)[C@H](C1=C2C(N(CC2=CC=C1)C)=O)NC=1C=C2C(=C(C=NC2=C(C1)C#N)C#N)NCC(C)(C)C (S)-6-(((1-cyclopropyl-1H-1,2,3-triazol-4-yl)(2-methyl-3-oxoisoindolin-4-yl)methyl)amino)-4-(neopentylamino)quinoline-3,8-dicarbonitrile